(S)-2-(4-(2-((4-cyano-2-fluorobenzyl)oxy)pyridin-3-yl)-2-fluorobenzyl)-1-(oxetan-2-ylmethyl)-1H-benzo[d]imidazole-6-carboxylic acid C(#N)C1=CC(=C(COC2=NC=CC=C2C2=CC(=C(CC3=NC4=C(N3C[C@H]3OCC3)C=C(C=C4)C(=O)O)C=C2)F)C=C1)F